N-[[6-[[(1R)-1,2-Dimethylpropyl]amino]-2-pyridyl]sulfonyl]-2-(2,2,4-trimethylpyrrolidin-1-yl)pyridin-3-carboxamid C[C@H](C(C)C)NC1=CC=CC(=N1)S(=O)(=O)NC(=O)C=1C(=NC=CC1)N1C(CC(C1)C)(C)C